tert-butyl N-(3-bromo-2-cyano-anilino)-N-methyl-carbamate BrC=1C(=C(NN(C(OC(C)(C)C)=O)C)C=CC1)C#N